ClC=1C(=C(C=CC1F)[C@@H]1N(OCC1)C1=CC(=NC=N1)NC=1C(=CC(=C(C1)NC(C=C)=O)N1C[C@@H](OCC1)C)OC)F N-(5-((6-((R)-3-(3-chloro-2,4-difluorophenyl)isoxazolidine-2-yl)pyrimidine-4-yl)amino)-4-methoxy-2-((S)-2-methylmorpholino)phenyl)acrylamide